(2S,4R)-1-((S)-2-acetamido-3,3-dimethylbutanoyl)-N-((S)-1-(2-((5-aminopentyl)oxy)-4-(4-methylthiazol-5-yl)phenyl)ethyl)-4-hydroxypyrrolidine-2-carboxamide C(C)(=O)N[C@H](C(=O)N1[C@@H](C[C@H](C1)O)C(=O)N[C@@H](C)C1=C(C=C(C=C1)C1=C(N=CS1)C)OCCCCCN)C(C)(C)C